N[C@H](C(=O)N[C@H](C(=O)OC(C)C)CCC(C=[N+]=[N-])=O)CC(C)C Isopropyl (S)-2-((S)-2-amino-4-methylpentanamido)-6-diazo-5-oxohexanoate